C(C)(C)(C)OC(NC(NC1CCOCC1)=S)=O N-(tetrahydropyran-4-ylthiocarbamoyl)carbamic acid tert-butyl ester